OC=1C=C(C2=CC=CC=C2C1)C=1C=CC=C2C(=CN=CC12)NC1CN(C1)C(C=C)=O 1-(3-((8-(3-hydroxynaphthalen-1-yl)isoquinolin-4-yl)amino)azetidin-1-yl)prop-2-en-1-one